4'-((4-carboxypyridin-2,6-diyl)bis(1H-1,2,3-triazole-4,1-diyl))bis(2-hydroxybenzoic acid) C(=O)(O)C1=CC(=NC(=C1)C=1N=NN(C1)C=1C(=C(C(=O)O)C=CC1)O)C=1N=NN(C1)C=1C(=C(C(=O)O)C=CC1)O